difluorobenzhydrol FC1=CC=C(C(C2=CC=C(C=C2)F)O)C=C1